(tert-butoxycarbonyl-amino)-bromoethane C(C)(C)(C)OC(=O)NC(C)Br